4-((3-(2,3-difluoro-4-methoxy-phenyl)imidazo[1,2-a]pyrazin-8-yl)amino)-N,2-dimethyl-N-(2-(piperazin-1-yl)ethyl)benzamide FC1=C(C=CC(=C1F)OC)C1=CN=C2N1C=CN=C2NC2=CC(=C(C(=O)N(CCN1CCNCC1)C)C=C2)C